19-(benzyloxy)-11-oxononadecanoic acid C(C1=CC=CC=C1)OCCCCCCCCC(CCCCCCCCCC(=O)O)=O